CC1(C\C(\CCC1)=C/CO)C (2Z)-2-(3,3-dimethylcyclohexylidene)-ethanol